N-((1H-pyrazol-3-yl)methyl)-1-([1,2,4]triazolo[4,3-a]pyrazin-8-yl)-N-benzylmethylamine N1N=C(C=C1)CN(CC1=CC=CC=C1)CC=1C=2N(C=CN1)C=NN2